FC1(C(C1)(C)CNCC1=CC(=C2CN(C(C2=C1)=O)C1=CC(=CC=C1)C1(CC(C1)OC)C1=NN=CN1C)C(F)(F)F)F 6-((((2,2-difluoro-1-methylcyclopropyl)methyl)amino)methyl)-2-(3-((1r,3r)-3-methoxy-1-(4-methyl-4H-1,2,4-triazol-3-yl)cyclobutyl)phenyl)-4-(trifluoromethyl)isoindolin-1-one